(R)-tert-butyl (3-(2-(N,N-bis(4-methoxybenzyl) sulfamoyl)-3-(2-(4-methoxybenzyl)-2H-tetrazol-5-yl)-4-(piperazin-1-yl)phenylsulfonamido)-2-((tert-butyldimethylsilyl)oxy)propyl)carbamate COC1=CC=C(CN(S(=O)(=O)C2=C(C=CC(=C2C=2N=NN(N2)CC2=CC=C(C=C2)OC)N2CCNCC2)S(=O)(=O)NC[C@@H](CNC(OC(C)(C)C)=O)O[Si](C)(C)C(C)(C)C)CC2=CC=C(C=C2)OC)C=C1